C1(CCCC1)N1N=C(C=C1C1=C(C=CC=C1)CC)C(=O)N[C@H](CC(=O)O)CCN1CCC(CC1)(F)F (3S)-3-{[1-cyclopentyl-5-(2-ethylphenyl)-1H-pyrazol-3-yl]formamido}-5-(4,4-difluoropiperidin-1-yl)pentanoic acid